NCCCCCCOC1=C(CNC(=O)[C@H]2N(C[C@@H](C2)O)C([C@H](C(C)(C)C)NC(=O)C2(CC2)F)=O)C=CC(=C1)C1=C(N=CS1)C (2S,4R)-N-(2-((6-aminohexyl)oxy)-4-(4-methylthiazol-5-yl)benzyl)-1-((S)-2-(1-fluorocyclopropane-1-carboxamido)-3,3-dimethylbutanoyl)-4-hydroxypyrrolidine-2-carboxamide